(3-(2-(1-((tert-butyldiphenylsilyl)oxy)-2-methylpropan-2-yl)-5-(2-((1-(methylsulfonyl)piperidin-4-yl)amino)pyrimidin-4-yl)thiazol-4-yl)-2-fluorophenyl)-2,6-difluorobenzenesulfonamide [Si](C1=CC=CC=C1)(C1=CC=CC=C1)(C(C)(C)C)OCC(C)(C)C=1SC(=C(N1)C=1C(=C(C=CC1)C=1C(=C(C(=CC1)F)S(=O)(=O)N)F)F)C1=NC(=NC=C1)NC1CCN(CC1)S(=O)(=O)C